CC1(OC(CC1C(=O)NC=1N=C2N(C=C(C=C2)C2=CC(=NC=C2)C)C1)(C)C)C 2,2,5,5-tetramethyl-N-(6-(2-methylpyridin-4-yl)imidazo[1,2-a]pyridin-2-yl)tetrahydrofuran-3-carboxamide